1-methyl-2-oxopyridine-4-carboxylic acid CN1C(C=C(C=C1)C(=O)O)=O